1-difluoromethyl-3,5-dimethyl-pyrrole-2-carboxylic acid FC(N1C(=C(C=C1C)C)C(=O)O)F